O[C@@H](C)[C@@H]1[C@@H]2CC[C@H](CN1)N2C(=O)OC(C)(C)C tert-butyl (1S,2S,5R)-2-((S)-1-hydroxyethyl)-3,8-diazabicyclo[3.2.1]octane-8-carboxylate